FC1(CCN(CC1)C1=NC(=CC=C1C1=NC=CC=C1)NC(C1=C(C=C(C=C1)NS(=O)(=O)CCO)N1CCC2(CC2)CC1)=O)F N-(2'-(4,4-difluoropiperidin-1-yl)-[2,3'-bipyridyl]-6'-yl)-4-(2-hydroxyethylsulfonylamino)-2-(6-azaspiro[2.5]oct-6-yl)benzamide